CS(=O)(=O)OC[C@@](CCOC1=CC=C(C=C1)OC)(C)O (S)-2-hydroxy-4-(4-methoxyphenoxy)-2-methylbutyl methanesulfonate